C(C)(C)(CCC)OO t-hexyl Hydroperoxide